FC=1C(=NC(=NC1)N[C@@H]1CC[C@H](CC1)C(=O)N)C1=NC(=CC=C1)N1C(CCCC1)=O trans-4-((5-fluoro-4-(6-(2-oxopiperidin-1-yl)pyridin-2-yl)pyrimidin-2-yl)amino)cyclohexane-1-carboxamide